(Z)-3,7-dimethyloct-2,6-dien-1-ol C/C(=C/CO)/CCC=C(C)C